NC1=NN(C2=NC(=CC(=C21)C2=CC=C(C=C2)[N+](=O)[O-])N2CCN(CC2)C(C)=O)C 1-(4-(3-amino-1-methyl-4-(4-nitrophenyl)-1H-pyrazolo[3,4-b]pyridin-6-yl)piperazin-1-yl)ethan-1-one